4-chlorobenzyl (S)-(4-(1-(1-(tetrahydro-2H-pyran-4-yl)-1H-pyrazole-5-carboxamido)eth-yl)phenyl)carbamate O1CCC(CC1)N1N=CC=C1C(=O)N[C@@H](C)C1=CC=C(C=C1)NC(OCC1=CC=C(C=C1)Cl)=O